[4-chloro-2-(4-fluoroanilino)-1,3-thiazol-5-yl](3-phenyl-1,2,4-oxadiazol-5-yl)methanone ClC=1N=C(SC1C(=O)C1=NC(=NO1)C1=CC=CC=C1)NC1=CC=C(C=C1)F